2-methyl-5-isopropyl-phenol CC1=C(C=C(C=C1)C(C)C)O